sulfamide (sulfamidate) S(=O)(=O)(N)O.S(=O)(=O)(N)N